Cl[Pd](C1=NC=CC=C1Cl)(=C1N(C=CN1C1=C(C=CC=C1C(CC)CC)C(CC)CC)C1=C(C=CC=C1C(CC)CC)C(CC)CC)Cl dichloro-[1,3-bis-(2,6-di-3-pentylphenyl)-imidazol-2-yliden](3-chloropyridyl)-palladium